C(=O)(OC(C)(C)C)N[C@@H](C)C(=O)O boc-L-alanine